COC(=O)C1=NC(=CC(=C1)C1=CC=CC=C1)CCl 6-(chloromethyl)-4-phenylpyridine-2-carboxylic acid methyl ester